8-(triisopropylsilyl)oct-7-yn-1-yl methanesulfonate CS(=O)(=O)OCCCCCCC#C[Si](C(C)C)(C(C)C)C(C)C